N(=[N+]=[N-])C1=CC=C(C=C1)CC(=O)C1=CC=CC=C1 4-azidobenzeneacetophenone